stearoyl-2-docosahexaenoyl-sn-glycero-3-phosphocholine C(CCCCCCCCCCCCCCCCC)(=O)C(OP(OC[C@@H](CO)OC(C=CC=CC=CC=CC=CC=CCCCCCCCCC)=O)(=O)[O-])C[N+](C)(C)C